(2R,5S)-tert-butyl 4-(7-bromo-2,6-dichloro-8-fluoroquinazolin-4-yl)-2,5-dimethylpiperazine-1-carboxylate BrC1=C(C=C2C(=NC(=NC2=C1F)Cl)N1C[C@H](N(C[C@@H]1C)C(=O)OC(C)(C)C)C)Cl